5-sec-butyl-1-ethyl-4-hydroxy-3-isopropyl-pyrazole C(C)(CC)C1=C(C(=NN1CC)C(C)C)O